C(C)(=O)OC[C@H]1CN(CCN1C1=NC=C(C(=C1Cl)C#N)C(F)(F)F)C(=O)OC(C)(C)C tert-Butyl (R)-3-(acetoxymethyl)-4-(3-chloro-4-cyano-5-(trifluoromethyl)pyridin-2-yl)piperazine-1-carboxylate